N-(4-(N-(1-(4-methoxycyclohexyl)ethyl)sulfamoyl)-2-methylphenyl)-2-methylbenzamide COC1CCC(CC1)C(C)NS(=O)(=O)C1=CC(=C(C=C1)NC(C1=C(C=CC=C1)C)=O)C